NC1=NC=CC(=C1F)CC1=CC(=C(N(C1=O)C)NC1=C(C=C(C=C1)I)F)C(=O)[O-] 5-[(2-amino-3-fluoropyridin-4-yl) methyl]-2-(2-fluoro-4-iodoanilino)-1-methyl-6-oxopyridine-3-carboxylate